benzyl-N-(t-butoxycarbonyl)-L-valyl-(4R)-4-(trifluoromethyl)-L-proline C(C1=CC=CC=C1)N([C@@H](C(C)C)C(=O)N1[C@@H](C[C@H](C1)C(F)(F)F)C(=O)O)C(=O)OC(C)(C)C